N-(furan-2-ylmethyl)-[1,2,4]triazolo[4,3-c]pyrimidin-5-amine O1C(=CC=C1)CNC1=NC=CC=2N1C=NN2